OCCC1=C(C=C(C=C1)C(CCC1=C(N=C(S1)C1=CC=C(C=C1)C(F)(F)F)C(C)C)=O)C 1-(4-(2-hydroxyethyl)-3-methylphenyl)-3-(4-isopropyl-2-(4-(trifluoromethyl)phenyl)thiazol-5-yl)propan-1-one